1-(cyclopropylmethyl)-1H-pyrazole-3-carbonitrile C1(CC1)CN1N=C(C=C1)C#N